FC1=C(C=CC(=C1)F)C(CC(=O)O)(C)O 3-(2,4-difluorophenyl)-3-hydroxybutanoic acid